3-((2,2-difluoroethyl)amino)-4-hydroxypentanenitrile FC(CNC(CC#N)C(C)O)F